2-[[4-(4-hydroxy-1-piperidinyl)-6-[[(3,4,5-trimethoxyphenyl)methyl]amino]-2-pyrimidinyl]amino]-4-methyl-5-thiazolecarboxylic acid, ethyl ester OC1CCN(CC1)C1=NC(=NC(=C1)NCC1=CC(=C(C(=C1)OC)OC)OC)NC=1SC(=C(N1)C)C(=O)OCC